CN1N=NC(=C1C1=C2C(=NC(=C1)N1[C@@H](COCC1)C)C(=NS2(=O)=O)C2=CC(=NN2)C)C (R)-7-(1,4-dimethyl-1H-1,2,3-triazol-5-yl)-3-(3-methyl-1H-pyrazol-5-yl)-5-(3-methylmorpholino)isothiazolo[4,5-b]pyridine 1,1-dioxide